1,3-bis(octyloxy)propan-2-ol C(CCCCCCC)OCC(COCCCCCCCC)O